tert-butyl 2-oxo-1,2-dihydro-3H-imidazo[4,5-c]pyridine-3-carboxylate O=C1NC2=C(C=NC=C2)N1C(=O)OC(C)(C)C